FC=1C=CC(=C(C(=O)O)C1)NC1=C(C=C(C=C1)F)C(C)C 5-fluoro-2-((4-fluoro-2-isopropylphenyl)amino)benzoic acid